CSC=1N=CC2=C(NC(OC2)=O)N1 7-methylsulfanyl-1,4-dihydropyrimido[4,5-d][1,3]oxazin-2-one